O=C1N(C(C=C1)=O)CCCCC(=O)N[C@H](C(=O)NCC#C)CCC(=O)NCC#C (S)-2-(5-(2,5-Dioxo-2,5-dihydro-1H-pyrrol-1-yl)pentanamido)-N1,N5-di(prop-2-yn-1-yl)pentanediamide